1-(8Z,11Z,14Z,17Z-eicosatetraenoyl)-2-tetradecanoyl-sn-glycero-3-phosphocholine CCCCCCCCCCCCCC(=O)O[C@H](COC(=O)CCCCCC/C=C\C/C=C\C/C=C\C/C=C\CC)COP(=O)([O-])OCC[N+](C)(C)C